tert-butyl (1-(4-methylbenzyl)-3-(1-(p-tolyl)-3-(2-(p-tolyl)acetamido)propan-2-yl)-1,3-dihydro-2H-benzo[d]imidazol-2-ylidene)carbamate CC1=CC=C(CN2C(N(C3=C2C=CC=C3)C(CC3=CC=C(C=C3)C)CNC(CC3=CC=C(C=C3)C)=O)=NC(OC(C)(C)C)=O)C=C1